4-methylpiperidine-1,4-dicarboxylic acid 1-tert-butyl ester 4-tert-butyl ester C(C)(C)(C)OC(=O)C1(CCN(CC1)C(=O)OC(C)(C)C)C